N=1C=CC2=NC=3N(CC=NC3)C21 pyrrolo[3',2':4,5]imidazo[1,2-a]pyrazine